ClC1=C(C=C(C=C1)N=C(NC1=CC=C(C=C1)F)SC)[N+](=O)[O-] 3-(4-chloro-3-nitro-phenyl)-1-(4-fluorophenyl)-2-methyl-isothiourea